ClC=1C(=C(C=CC1OC1=CC(=NC=C1)NC1=NC=CC=C1)NC=1C2=C(N=CN1)NC=C2C2CCN(CC2)C(C=C)=O)F 1-(4-(4-((3-chloro-2-fluoro-4-((2-(pyridin-2-ylamino)pyridin-4-yl)oxy)phenyl)amino)-7H-pyrrolo[2,3-d]pyrimidin-5-yl)piperidin-1-yl)prop-2-en-1-one